5-chloro-6-(5-fluoro-2-methylphenyl)pyridin-2-amine ClC=1C=CC(=NC1C1=C(C=CC(=C1)F)C)N